C1[C@H](CN[C@@H]1C(=O)O)O trans-hydroxyproline